N,N-dihexyl-4-hydroxybutyramide C(CCCCC)N(C(CCCO)=O)CCCCCC